CC(=CCCC=1CC(CCC1)C=O)C 3-(4-methyl-3-pentenyl)-3-cyclohexene-1-formaldehyde